C(C)(C)(C)OC(=O)N1C(C(C2=CC(=CC=C12)OC)(C1=CC=CC=C1)C1C(C2=CC=CC=C2C=C1)O)=O (1-hydroxy-1,2-dihydronaphthalen-2-yl)-5-methoxy-2-oxo-3-phenylindoline-1-carboxylic acid tert-butyl ester